BrC1=CC=CC=2C3=C(C=CC=C3C3=C(C=CC=C3C12)Br)Br 1,5,9-tribromotriphenylene